6-bromo-3-(4-fluoro-3-methoxy-5-(trifluoromethyl)phenyl)-1H-indazole BrC1=CC=C2C(=NNC2=C1)C1=CC(=C(C(=C1)C(F)(F)F)F)OC